C(C=C)(=O)NC(CS(=O)(=O)O)(CC)C 2-acrylamido-2-methylbutanesulfonic acid